N-((S)-(7-((R)-Cyclopropyl(4,4,4-trifluorobutanamido)methyl)imidazo[1,2-b]pyridazin-2-yl)(4,4-difluorocyclohexyl)methyl)-1-(cyclopropylmethyl)-1H-1,2,3-triazole-5-carboxamide C1(CC1)[C@H](C1=CC=2N(N=C1)C=C(N2)[C@@H](NC(=O)C2=CN=NN2CC2CC2)C2CCC(CC2)(F)F)NC(CCC(F)(F)F)=O